COC1=C(C=C(C=N1)C(C)ON1C(C2=CC=CC=C2C1=O)=O)C(F)(F)F 2-(1-(6-methoxy-5-(trifluoromethyl)pyridin-3-yl)ethoxy)isoindoline-1,3-dione